N-(quinolin-8-yl)-4-(2-oxa-7-azaspiro[3.5]nonan-7-yl)picolinamide N1=CC=CC2=CC=CC(=C12)NC(C1=NC=CC(=C1)N1CCC2(COC2)CC1)=O